methyl (rel)-(R)-4-(3-hydroxy-3-(methoxymethyl)pent-1-yn-1-yl)-3-methoxybenzoate O[C@@](C#CC1=C(C=C(C(=O)OC)C=C1)OC)(CC)COC |o1:1|